tert-butyl N-(thiophen-2-ylmethyl)-N-[6-(trifluoromethyl)thieno[3,2-c][1,2]thiazol-3-yl]carbamate S1C(=CC=C1)CN(C(OC(C)(C)C)=O)C1=C2C(=NS1)C(=CS2)C(F)(F)F